FC1=C(C=CC=C1)NC(=S)C1=NC=CC=C1 N-(2-fluorophenyl)pyridine-2-thioamide